C(C)(C)(C)OC(C(CCCCB1OC(C(O1)(C)C)(C)C)(CCCO[Si](C)(C)C(C)(C)C)NC(=O)OCC1=CC=CC=C1)=O 2-(benzyloxycarbonylamino)-2-(3-(tert-butyldimethylsilyloxy)propyl)-6-(4,4,5,5-tetramethyl-1,3,2-dioxaborolan-2-yl)hexanoic acid tert-butyl ester